C1=CC=C2CC=CC=C12 4H-inden